OCCNC(C)C=1C(=NC=CC1)NC(OC(C)(C)C)=O tert-butyl (3-(1-((2-hydroxyethyl)amino)ethyl)pyridin-2-yl)carbamate